OC(C)(C)C=1C=C(SC1)[S@@](=O)(N)=NC(NC1=C2C(=NC(=C1C)C1(CC1)C)CCC2)=O (R)-4-(2-Hydroxypropan-2-yl)-N'-((3-methyl-2-(1-methylcyclopropyl)-6,7-dihydro-5H-cyclopenta[b]pyridin-4-yl)carbamoyl)thiophene-2-sulfonimidamide